4-bromo-3-(2H-1,2,3-triazol-2-yl)thiophene-2-amine BrC=1C(=C(SC1)N)N1N=CC=N1